ClC1=CC=C(C=C1)C1=C(OC2=C1C=CC=C2)C2=CC=CC1=CC=CC=C21 3-(4-chlorophenyl)-2-(naphthalen-1-yl)benzofuran